O1CCN(CC1)NP(O)(O)=O.C1(CC1)C1=C(C=C(C=C1)C(NC(=O)C1N(CC(C1)F)C(CC1=CC=NN1)=O)C1=CC=CC=C1)F N-[(4-cyclopropyl-3-fluorophenyl)(phenyl)methyl]-4-fluoro-1-[2-(1H-pyrazol-5-yl)acetyl]pyrrolidine-2-carboxamide morpholinophosphoroamidate